N-(2-chloro-3-((3-cyclopentyl-5-methyl-4-oxo-3,4-dihydroquinazolin-6-yl)amino)-4-fluorophenyl)propane-1-sulfonamide ClC1=C(C=CC(=C1NC=1C(=C2C(N(C=NC2=CC1)C1CCCC1)=O)C)F)NS(=O)(=O)CCC